6-fluoro-4-(3,3,3-trifluoropropyl)benzimidazole-1-carboxylate FC=1C=C(C2=C(N(C=N2)C(=O)[O-])C1)CCC(F)(F)F